((1s,4s)-4-((2-chloro-5-((1-(methylsulfonyl)piperidin-4-yl)ethynyl)pyridin-4-yl)amino)cyclohexyl)methanol ClC1=NC=C(C(=C1)NC1CCC(CC1)CO)C#CC1CCN(CC1)S(=O)(=O)C